Cl.C1(CC1)N1C=C(C(C2=CC(=C(C(=C12)F)C=1C=C2CCN(C2=CC1)CC=1C(=NC(=NC1)N)N)F)=O)C(=O)O 1-cyclopropyl-7-(1-((2,4-diaminopyrimidin-5-yl)methyl)indolin-5-yl)-6,8-difluoro-4-oxo-1,4-dihydroquinoline-3-carboxylic acid hydrochloride